C[C@H]1CN(C[C@H](N1)C)C=1C(=CC(=C(N)C1)[N+](=O)[O-])F 5-[(3S,5R)-3,5-Dimethylpiperazin-1-yl]-4-fluoro-2-nitroaniline